N=1N=CN2C1C=NC=C2 [1,2,4]triAzolo[4,3-a]pyrazine